C(C1=CC=CC=C1)NC(CN1N=C(C=CC1=O)C1=CC=C(C=C1)OC)=O N-benzyl-2-(3-(4-methoxyphenyl)-6-oxopyridazin-1(6H)-yl)acetamide